(2R)-1-(3-chloro-2-methylbenzyl)-2-ethyl-4-((3-fluoro-6-((5-methyl-1H-pyrazol-3-yl)amino)pyridin-2-yl)methyl)piperidine-4-carboxylic acid ClC=1C(=C(CN2[C@@H](CC(CC2)(C(=O)O)CC2=NC(=CC=C2F)NC2=NNC(=C2)C)CC)C=CC1)C